tert-butyl (2S)-2-[[(2S)-6-[[diphenyl(p-tolyl)methyl]amino]-2-[[(2S)-2-(9H-fluoren-9-ylmethoxycarbonylamino)-5-ureido-pentanoyl]amino]hexanoyl]amino]-3-(4-hydroxyphenyl)propanoate C1(=CC=CC=C1)C(C1=CC=C(C=C1)C)(C1=CC=CC=C1)NCCCC[C@@H](C(=O)N[C@H](C(=O)OC(C)(C)C)CC1=CC=C(C=C1)O)NC([C@H](CCCNC(=O)N)NC(=O)OCC1C2=CC=CC=C2C=2C=CC=CC12)=O